FC1(OC2=C(O1)C=CC(=C2)OC2=NC=CC(=C2)N2C(NC(C2=O)(C)C)=O)F 3-[2-[(2,2-difluoro-1,3-benzodioxol-5-yl)oxy]-4-pyridyl]-5,5-dimethyl-imidazolidine-2,4-dione